4-mercaptobenzoic acid methyl ester COC(C1=CC=C(C=C1)S)=O